(4-(methylthio)phenyl)hydrazine hydrogen chloride Cl.CSC1=CC=C(C=C1)NN